ClC1=CC(=C(C(=N1)N)[N+](=O)[O-])N[C@H](C)C1=C(C=C(C=C1)Cl)Cl 6-chloro-N4-[(1R)-1-(2,4-dichlorophenyl)ethyl]-3-nitropyridine-2,4-diamine